COC1=C(C(=CC=C1)OCOC)S(=O)[O-].[Li+] lithium 2-methoxy-6-(methoxymethoxy)benzenesulfinate